ETHYL TRICYCLO[5.2.1.0(2,6)]DECANE-2-CARBOXYLATE C12C3(CCCC3C(CC1)C2)C(=O)OCC